CC1=CC=C(C(=O)O)C=C1.CC1=CC=C(C(=O)O)C=C1.P(=O)(OOC(C(C)C)=O)(O)O isobutyryloxy phosphate bis(4-methylbenzoate)